C(C)(C)N1N=C(C=C1)C1=C(C2=C(N=C(N=C2NCCN2CCOCC2)C=2N(C=CN2)C)S1)C 6-(1-Isopropyl-1H-pyrazol-3-yl)-5-methyl-2-(1-methyl-1H-imidazol-2-yl)-N-(2-morpholinoethyl)thieno[2,3-d]pyrimidin-4-amine